C(=O)OC(NOC)=O formyl-N-methoxycarbamate